5-tert-butyl-N-[[4-[6-[4-[4-[4-(2,6-dioxo-3-piperidyl)phenyl]-1-piperidyl]phenyl]pyrrolo[2,1-f][1,2,4]triazin-4-yl]-2-methyl-phenyl]methyl]-1,2,4-oxadiazole-3-carboxamide C(C)(C)(C)C1=NC(=NO1)C(=O)NCC1=C(C=C(C=C1)C1=NC=NN2C1=CC(=C2)C2=CC=C(C=C2)N2CCC(CC2)C2=CC=C(C=C2)C2C(NC(CC2)=O)=O)C